NC1=NC=2C=CC=CC2C=2N1C=C(N2)C(=O)N(CC=2C=CC=C1C=CC=NC21)C 5-amino-N-methyl-N-(quinolin-8-ylmethyl)imidazo[1,2-c]quinazoline-2-carboxamide